N-[2-fluoro-6-(1-isopropylpiperidin-4-yl)phenyl]-4-{5-[(1S,2S)-2-fluorocyclopropyl]-1,2,4-oxadiazol-3-yl}-4-methylpiperidine-1-carboxamide FC1=C(C(=CC=C1)C1CCN(CC1)C(C)C)NC(=O)N1CCC(CC1)(C)C1=NOC(=N1)[C@H]1[C@H](C1)F